C(C)(C)[Si](COC=1C(=CC(=C(C1C1=CC(=CC=C1)C(C)(C)C)O)N1C2=CC=CC=C2C=2C=CC=CC12)C)(COC1=CC=C(C=C1C=1C(=C(C=C(C1)C)N1C2=CC=CC=C2C=2C=CC=CC12)O)C(C)(C)C)C(C)C 6',6''-(((diisopropylsilanediyl)bis(methylene))bis(oxy))bis(3-(9H-carbazol-9-yl)-3'-t-butyl-5-methyl-[1,1'-biphenyl]-2-ol)